BrC1=NC(=CC2=C1OCC(O2)C(F)F)I 5-bromo-2-(difluoromethyl)-7-iodo-2,3-dihydro-[1,4]dioxino[2,3-c]pyridine